8-methyl-7-(4-(4-propylphenoxy)piperidin-1-yl)-4H-pyrimido[1,2-b]pyridazin-4-one CC1=CC=2N(N=C1N1CCC(CC1)OC1=CC=C(C=C1)CCC)C(C=CN2)=O